tetrahydro-3-hydroxy-5-oxo-3-furanacetic acid OC1(COC(C1)=O)CC(=O)O